4-(4'-benzoylphenylthio)phenyl-di-(4-fluorophenyl)sulfonium hexafluorophosphate F[P-](F)(F)(F)(F)F.C(C1=CC=CC=C1)(=O)C1=CC=C(C=C1)SC1=CC=C(C=C1)[S+](C1=CC=C(C=C1)F)C1=CC=C(C=C1)F